2-((3aR,5r,6aS)-5-(4-fluoro-2-methylbenzyl)-5-hydroxyhexahydrocyclopenta[c]pyrrol-2(1H)-yl)-1-(4-hydroxyphenyl)ethanone FC1=CC(=C(CC2(C[C@@H]3[C@@H](CN(C3)CC(=O)C3=CC=C(C=C3)O)C2)O)C=C1)C